(2S,3S)-ethyl 3-((2-(2-chloro-5H-pyrrolo[2,3-b]pyrazin-7-yl)-6-(thiophen-2-yl)pyrimidin-4-yl)amino)bicyclo[2.2.2]octane-2-carboxylate ClC=1N=C2C(=NC1)NC=C2C2=NC(=CC(=N2)N[C@@H]2[C@H](C1CCC2CC1)C(=O)OCC)C=1SC=CC1